tert-butyl (5-(4-ethynylbenzamido)pentyl)-carbamate C(#C)C1=CC=C(C(=O)NCCCCCNC(OC(C)(C)C)=O)C=C1